2-((1-(9-methyl-5-morpholino-2-(perfluoroethyl)imidazo[1,2-c]quinazolin-7-yl)ethyl)amino)benzoic acid CC1=CC=2C=3N(C(=NC2C(=C1)C(C)NC1=C(C(=O)O)C=CC=C1)N1CCOCC1)C=C(N3)C(C(F)(F)F)(F)F